2-(4-(3-chloro-4-(1-(3,5-difluoropyridin-2-yl)ethoxy)-5',6-dimethyl-2-oxo-2H-[1,4'-bipyridin]-2'-yl)thiazol-2-yl)-2-methylpropanamide ClC=1C(N(C(=CC1OC(C)C1=NC=C(C=C1F)F)C)C1=CC(=NC=C1C)C=1N=C(SC1)C(C(=O)N)(C)C)=O